(R)-4-(3-(6-fluoro-4-oxoquinazolin-3(4H)-yl)piperidin-1-yl)-2-(4-fluorophenyl)-1H-indole-7-carbonitrile FC=1C=C2C(N(C=NC2=CC1)[C@H]1CN(CCC1)C1=C2C=C(NC2=C(C=C1)C#N)C1=CC=C(C=C1)F)=O